2-((4-bromopyridin-2-yl)oxy)cyclohexan BrC1=CC(=NC=C1)OC1CCCCC1